C(C)(=O)OC1=C(C(=C(C(=C1)OC)C1=NN(C(C1)C1=CC=C(C=C1)OC(C)=O)C)O)C=CC(C)C 1-acetoxy-3-hydroxy-4-[5-(4-acetoxyphenyl)-1-methyl-4,5-dihydro-1H-pyrazol-3-yl]-5-methoxy-2-(3-methylbuten-1-yl)benzene